(6-methyl-1H-indazol-5-yl)boronic acid CC1=C(C=C2C=NNC2=C1)B(O)O